OCC1(N2CCC(C1=O)(CC2)C)CO 2,2-bis-hydroxymethyl-4-methyl-1-azabicyclo[2.2.2]octan-3-one